C(C)(C)(C)OC(=O)N1[C@@H](CC(CC1)NCC(F)F)C1=CC=CC=C1.ClC1=CC2=C(N=C(O2)C2=CC=C(CNC(C3=CN=CC=C3)=O)C=C2)C=C1 N-(4-(6-chlorobenzo[d]oxazol-2-yl)benzyl)nicotinamide tert-Butyl-(2S)-4-((2,2-difluoroethyl)amino)-2-phenylpiperidine-1-carboxylate